4-(6-((S)-2-(2-isopropylphenyl)pyrrolidin-1-yl)-2-azaspiro[3.3]hept-2-yl)benzamide C(C)(C)C1=C(C=CC=C1)[C@H]1N(CCC1)C1CC2(CN(C2)C2=CC=C(C(=O)N)C=C2)C1